FC=1C(=CC=C2C(N3N(C12)CC=CC3)=O)NC3=NC=C(C(=N3)N[C@H](CO)C3=CC=C(C=C3)F)C=3OC=NN3 (S)-4-fluoro-3-((4-((1-(4-fluorophenyl)-2-hydroxyethyl)amino)-5-(1,3,4-oxadiazol-2-yl)pyrimidin-2-yl)amino)-6,9-dihydro-11H-pyridazino[1,2-a]indazol-11-one